2,5-Difluoro-N1-(2-fluoro-4-(trifluoromethyl)benzyl)-4-nitrobenzene-1,3-diamine FC1=C(C=C(C(=C1N)[N+](=O)[O-])F)NCC1=C(C=C(C=C1)C(F)(F)F)F